tert-Butyl 3-(2-(2-(((1S,4r)-4-(2-((2S,3S)-1-methyl-5-oxo-2-(pyridin-3-yl) pyrrolidine-3-carboxamido)ethoxy)cyclohexyl) oxy)ethoxy)ethoxy)propanoate CN1[C@@H]([C@H](CC1=O)C(=O)NCCOC1CCC(CC1)OCCOCCOCCC(=O)OC(C)(C)C)C=1C=NC=CC1